(E)-3'-O-cyanovinyl-2'-deoxy-5-(N-trifluoroacetyl-3-aminopropynyl)uridine C(#N)/C=C/O[C@H]1C[C@@H](O[C@@H]1CO)N1C(=O)NC(=O)C(=C1)C#CCNC(C(F)(F)F)=O